C1(CCC1)CNC(=O)C=1OC=C(N1)C1=NC(=NC=C1C)NC1=CC=NN1C N-(cyclobutylmethyl)-4-(5-methyl-2-((1-methyl-1H-pyrazol-5-yl)amino)pyrimidin-4-yl)oxazole-2-carboxamide